tert-butyl N-([1-[2-chloro-6-(1,4-oxazepan-4-yl)pyrimidin-4-yl]cyclopropyl] (methyl) oxo-lambda6-sulfanylidene)carbamate ClC1=NC(=CC(=N1)C1(CC1)S(=NC(OC(C)(C)C)=O)(=O)C)N1CCOCCC1